C1(CC1)C1=NN(C(=C1)C(F)(F)F)CC(=O)N1[C@@H]([C@@H](CC1)NC(=O)N1CC(C1)(F)F)C1=C(C(=CC=C1)OC([2H])([2H])[2H])C N-[(2R,3R)-1-[2-[3-cyclopropyl-5-(trifluoromethyl)pyrazol-1-yl]acetyl]-2-[2-methyl-3-(trideuteriomethoxy)phenyl]pyrrolidine-3-yl]-3,3-difluoro-azetidine-1-carboxamide